isopropyl 2-(chloromethyl)-4-isopropoxy-1-methyl-1H-benzo[d]imidazole-6-carboxylate ClCC1=NC2=C(N1C)C=C(C=C2OC(C)C)C(=O)OC(C)C